trifluoromethyl-sulfonyl fluoride FC(S(=O)(=O)F)(F)F